4-(5-benzyl-1H-pyrazol-3-yl)piperidine-1-carboxylic acid tert-butyl ester C(C)(C)(C)OC(=O)N1CCC(CC1)C1=NNC(=C1)CC1=CC=CC=C1